N-(5-((4-chlorobenzyl)oxy)-1,3,4-thiadiazol-2-yl)-1-(2-methoxyphenyl)-1H-imidazole-5-carboxamide ClC1=CC=C(COC2=NN=C(S2)NC(=O)C2=CN=CN2C2=C(C=CC=C2)OC)C=C1